(3-(4-(2-hydroxyethoxy)-2',3',5',6'-tetrahydrospiro[chromane-2,4'-pyran]-7-yl)-4-methylphenyl)-2-(trifluoromethyl)isonicotinamide OCCOC1CC2(CCOCC2)OC2=CC(=CC=C12)C=1C=C(C=CC1C)C1=C(C(=O)N)C=CN=C1C(F)(F)F